FC(C(=O)O)(F)F.C(C)OC(CC1CCNCC1)=O 2-(piperidin-4-yl)acetic acid ethyl ester, trifluoroacetate salt